(S)-Amino-6-((prop-2-ynyloxy)carbonylamino)hexanoic acid hydrochloride Cl.N[C@H](C(=O)O)CCCCNC(=O)OCC#C